3-(6-decyl-1H-benzo[d]imidazol-2-yl)propan-1-amine hydrochloride Cl.C(CCCCCCCCC)C=1C=CC2=C(NC(=N2)CCCN)C1